C[C@H](CCC=C(C)C)[C@H]1CC[C@@H]2[C@@]1(CCC3=C2CC[C@@H]4[C@@]3(CC[C@@H]([C@@]4(C)C=O)O)C)C The molecule is a 3beta-sterol that consists of 4beta-methylzymosterol in which the 4alpha-hydrogen is replaced by a formyl group. It has a role as a human metabolite. It is a 3beta-sterol and a steroid aldehyde. It derives from a zymosterol. It derives from a hydride of a lanostane.